(3-{5-amino-6-[1-(2,6-dichloro-phenyl)-ethoxy]-pyrazin-2-yl}-phenyl)-((R)-2-pyrrolidin-1-ylmethyl-pyrrolidin-1-yl)-methanone NC=1N=CC(=NC1OC(C)C1=C(C=CC=C1Cl)Cl)C=1C=C(C=CC1)C(=O)N1[C@H](CCC1)CN1CCCC1